benzyl (1R,2S,5S)-6,6-dimethyl-3-[(2S)-3-tetrahydrofuran-3-yl-2-[(2,2,2-trifluoroacetyl)amino] propanoyl]-3-azabicyclo[3.1.0]hexane-2-carboxylate CC1([C@H]2CN([C@@H]([C@@H]12)C(=O)OCC1=CC=CC=C1)C([C@H](CC1COCC1)NC(C(F)(F)F)=O)=O)C